peroxy-acetic acid tert-amyl ester C(C)(C)(CC)OOC(C)=O